2-(4-cyclopropyl-6-methoxy-pyrimidin-5-yl)-4-[[4-[1-methyl-4-(trifluoromethyl)imidazol-2-yl]phenyl]methoxy]-5-(1-tetrahydropyran-2-ylpyrazol-4-yl)pyrimidine C1(CC1)C1=NC=NC(=C1C1=NC=C(C(=N1)OCC1=CC=C(C=C1)C=1N(C=C(N1)C(F)(F)F)C)C=1C=NN(C1)C1OCCCC1)OC